2,7-dimethyl-diazapyrenium CC1=[NH+]C2=CC=C3C=C(C=C4C=CC(=N1)C2=C43)C